(3S,4S,5R,6R)-3,4,5-tribenzyloxy-6-(benzyloxymethyl)piperidin-2-one C(C1=CC=CC=C1)O[C@@H]1C(N[C@@H]([C@H]([C@@H]1OCC1=CC=CC=C1)OCC1=CC=CC=C1)COCC1=CC=CC=C1)=O